(2-methoxybenzylidene)-2,4-thiazolidinedione COC1=C(C=C2C(NC(S2)=O)=O)C=CC=C1